FC=1C=C2C(C[C@H]([C@@H](C2=CC1F)NC(NC=1C=C(C(=NC1C1=CC=CC=C1)C(=O)NCC=1OC(=NN1)C)C)=O)O)(C)C |r| rac-5-(3-((1r,2r)-6,7-difluoro-2-hydroxy-4,4-dimethyl-1,2,3,4-tetrahydronaphthalen-1-yl)ureido)-3-methyl-N-((5-methyl-1,3,4-oxadiazol-2-yl)methyl)-6-phenylpyridinecarboxamide